(dimethyl-phenylsilyl-cyclopentadienyl)-trimethyl-cyclopentadienyl-platinum (IV) C[Si](C1=CC=CC=C1)(C)C1(C=CC=C1)C1(C=CC=C1)[Pt](C)(C)C